C(C)(=O)OC1=C(C=CC(=C1)C1CC1)N1N=C2CCN(C[C@H]3C2=C1CCN3C(=O)OC(C)(C)C)C(C=C)=O |o1:20| tert-butyl (R or S)-2-(2-acetoxy-4-cyclopropylphenyl)-7-acryloyl-2,3,4,5a,6,7,8,9-octahydro-5H-1,2,5,7-tetraazabenzo[cd]azulene-5-carboxylate